(2-acryloxyloxy-ethyl)-trimethylammonium chloride [Cl-].C(=O)(C=C)OOCC[N+](C)(C)C